I.S1C2=C(C=C1CN)SC=C2 thieno[3,2-b]Thiophene-2-methylamine hydroiodide